3-(Cyanomethyl)cyclobutyl(8-amino-7-fluoro-6-(8-methyl-2,3-dihydro-1H-pyrido[2,3-b][1,4]oxazin-7-yl)isoquinolin-3-yl)carbamate C(#N)CC1CC(C1)N(C([O-])=O)C=1N=CC2=C(C(=C(C=C2C1)C1=C(C2=C(OCCN2)N=C1)C)F)N